C(C1=CC=CC=C1)N1C=NC2=C1CNCC2 3-benzyl-4,5,6,7-tetrahydro-3H-imidazo[4,5-c]pyridine